(4-bromo-3-{[(dimethylamino)methylidene]Sulfamoyl}phenyl)-2-(2-fluorophenyl)acetamide BrC1=C(C=C(C=C1)C(C(=O)N)C1=C(C=CC=C1)F)S(N=CN(C)C)(=O)=O